[NH4+].N12CCN(CC1)CC2 1,4-diazabicyclo[2.2.2]octane ammonium